FC1(C(C=2C(=CN(C2CC1)C1=CC=C(C=C1)C(F)(F)F)I)=O)F 5,5-difluoro-3-iodo-1-(4-(trifluoromethyl)phenyl)-1,5,6,7-tetrahydro-4H-indol-4-one